N-[4-chloro-5-ethyl-6-(o-tolyl)pyrimidin-2-yl]-1-methyl-pyrazole-4-sulfonamide ClC1=NC(=NC(=C1CC)C1=C(C=CC=C1)C)NS(=O)(=O)C=1C=NN(C1)C